iron tris(benzyl acetoacetate) C(C1=CC=CC=C1)CC(CC(=O)[O-])=O.C(C1=CC=CC=C1)CC(CC(=O)[O-])=O.C(C1=CC=CC=C1)CC(CC(=O)[O-])=O.[Fe+3]